(3-amino-6-isopropyl-4,5,6,7-tetrahydro-pyrazolo[3,4-c]pyridin-1-yl)(6-fluoro-1,2,3,4-tetrahydro-quinolin-4-yl)methanone NC1=NN(C=2CN(CCC21)C(C)C)C(=O)C2CCNC1=CC=C(C=C21)F